(4-fluoro-2-(3-fluorophenyl)pyrrolidin-1-yl)(3-(phenoxymethyl)bicyclo[1.1.1]pent-1-yl)methanone methyl-3-bromo-5-fluoro-2-methylbenzoate COC(C1=C(C(=CC(=C1)F)Br)C)=O.FC1CC(N(C1)C(=O)C12CC(C1)(C2)COC2=CC=CC=C2)C2=CC(=CC=C2)F